FC=1C(=C(C=CC1F)C(=O)N1CC(C1)(O)C=C)NC1=C(C=C(C=C1)I)F 1-({3,4-difluoro-2-[(2-fluoro-4-iodophenyl)amino]phenyl}carbonyl)-3-ethenylazetidin-3-ol